1-octyl-methyl-dimethoxysilane C(CCCCCCC)C[SiH](OC)OC